2-methyl-4,6-dipropionylnaphthalene CC1=CC2=CC=C(C=C2C(=C1)C(CC)=O)C(CC)=O